(2R)-3-[[6-cyano-5-(trifluoromethyl)-pyridin-3-yl]amino]-2-hydroxy-2-methyl-3-oxopropanoic acid propyl ester C(CC)OC([C@](C(=O)NC=1C=NC(=C(C1)C(F)(F)F)C#N)(C)O)=O